2-(2-(2'-fluoro-[1,1'-biphenyl]-4-yl)ethyl)benzo[d]oxazol-5-ol FC1=C(C=CC=C1)C1=CC=C(C=C1)CCC=1OC2=C(N1)C=C(C=C2)O